C(C)OC(NS(=O)(=O)C1=C(C=C(C=C1)CC(C)C)C1=CC(=C(C=C1)CN1C(=NC=C1)C(C)C)F)=O ((3'-fluoro-5-isobutyl-4'-((2-isopropyl-1H-imidazol-1-yl)methyl)-[1,1'-biphenyl]-2-yl)sulfonyl)carbamic acid ethyl ester